C(C1=CC=CC=C1)OC=1C(=C2C=C(C=NC2=CC1)N[C@@H]1C[C@H](N(CC1)C(=O)OC(C)(C)C)C(=O)OC)O[Si](C(C)C)(C(C)C)C(C)C 1-(tert-butyl) 2-methyl (2S,4S)-4-((6-(benzyloxy)-5-((triisopropylsilyl)oxy)quinolin-3-yl)amino)piperidine-1,2-dicarboxylate